N-[(1s,2s)-2-hydroxycyclohexyl]-4-(4-carbamoyl-benzyl)-pyrrolo[1,2-b]pyridazine-2-carboxamide O[C@@H]1[C@H](CCCC1)NC(=O)C=1C=C(C=2N(N1)C=CC2)CC2=CC=C(C=C2)C(N)=O